1-[2-cyano-3-fluoro-4-(trifluoromethyl)phenyl]-6-fluoro-4-oxo-2,3-dihydroquinoline-8-carbonitrile C(#N)C1=C(C=CC(=C1F)C(F)(F)F)N1CCC(C2=CC(=CC(=C12)C#N)F)=O